tert-butyl N-[3-methyl-5-[[2-[(2S,6S)-2-methyl-6-phenyl-1-piperidyl]-2-oxo-acetyl]amino]-2-pyridyl]carbamate CC=1C(=NC=C(C1)NC(C(=O)N1[C@H](CCC[C@H]1C1=CC=CC=C1)C)=O)NC(OC(C)(C)C)=O